C(#N)N1C[C@H](CC1)C(=O)NC=1SC2=C(N1)C(=CC=C2)C (S)-1-cyano-N-(4-methylbenzo[d]thiazol-2-yl)pyrrolidine-3-carboxamide